1-(4-((2-(4-(2-chloro-3,5-dimethoxyphenyl)-8-(methylamino)-[1,2,4]triazolo[1',5':1,6]pyrido[2,3-d]pyrimidin-2-yl)cyclopropyl)methyl)piperazin-1-yl)prop-2-en-1-one ClC1=C(C=C(C=C1OC)OC)C1=CC=2C(=NC(=NC2)NC)N2C1=NC(=N2)C2C(C2)CN2CCN(CC2)C(C=C)=O